ClCC(=O)C1=CC(=CC=C1)Cl 2-chloro-3'-chloroacetophenone